C1(CCCC1)NC(O)=O (7S)-(+)-cyclopentyl-carbamic acid